sodium chloride, chromium salt [Cr+3].[Cl-].[Na+].[Cl-].[Cl-].[Cl-]